FC1(CNCCC1N1CSC(=C1C)COC=1C=CC2=C(C=C(O2)C)C1F)F N-(3,3-difluoropiperidin-4-yl)-4-fluoro-2-methyl-5-((4-methylthiazol-5-yl)methoxy)benzofuran